3-((4-(5-(chlorodifluoromethyl)-1,2,4-oxadiazol-3-yl)phenyl)amino)-4-(piperidin-1-yl)cyclobut-3-ene-1,2-dione ClC(C1=NC(=NO1)C1=CC=C(C=C1)NC=1C(C(C1N1CCCCC1)=O)=O)(F)F